C(=O)[C@H]1CN(CCO1)C(=O)OC(C)(C)C tert-butyl (2R)-2-formylmorpholin-4-ylcarboxylate